(S)-2-((2-((S)-4-(difluoromethyl)-2-carbonyloxazolidin-3-yl)-5,6-dihydrobenzo[f][1,2,4]triazolo[1,5-d][1,4]oxazepin-9-yl)amino)propanamide FC([C@H]1N(C(OC1)=C=O)C1=NN2CCOC3=C(C2=N1)C=CC(=C3)N[C@H](C(=O)N)C)F